NCCC=1C=NC(=NC1)C1=C(C=C(C#N)C=C1)C(=O)C=1N(N=C(C1)CC)C 4-[5-(2-aminoethyl)pyrimidin-2-yl]-3-(5-ethyl-2-methylpyrazole-3-carbonyl)benzonitrile